7-ethyl-4-(4-fluoro-3-(4-methoxy-1-(tetrahydrofuran-3-yl)-1H-benzo[d]imidazol-5-yl)phenyl)-7H-Imidazo[4,5-c]Pyridazine C(C)N1C=NC2=C1N=NC=C2C2=CC(=C(C=C2)F)C2=C(C1=C(N(C=N1)C1COCC1)C=C2)OC